1-{7-[(E)-2-[5-(trifluoromethyl)-1,2-oxazol-3-yl]ethenyl]-2-azaspiro[3.5]nonan-2-yl}prop-2-en-1-one FC(C1=CC(=NO1)/C=C/C1CCC2(CN(C2)C(C=C)=O)CC1)(F)F